(R)-4-isopropyl-3-((R)-2-methyl-5-hexenoyl)oxazolidine-2-one C(C)(C)[C@H]1N(C(OC1)=O)C([C@@H](CCC=C)C)=O